C(C)(C)(C)OC(=O)N1CCN(CC1)C(C1=C(C=C(C=C1)NC(=O)C=1N(C(=CN1)C=1C(=NN(C1)C1=CC=C2C(=N1)N=CN2)C(F)(F)F)C)Cl)=O 4-[2-Chloro-4-[[5-[1-(1H-imidazo[4,5-b]pyridin-5-yl)-3-(trifluoromethyl)pyrazol-4-yl]-1-methyl-imidazole-2-carbonyl]amino]benzoyl]piperazine-1-carboxylic Acid Tert-Butyl Ester